methyl (1r,3s)-3-[3-(3-hydroxyazetidin-3-yl)piperidin-1-yl]-1-methylcyclobutane-1-carboxylate OC1(CNC1)[C@@H]1CN(CCC1)C1CC(C1)(C(=O)OC)C